Cl[Bi]=O.[Si] silicon-bismuth oxychloride